C1=CC=C1 cyclobutanediene